C1=CC=CC=2C3=CC=CC=C3C(C12)COC(=O)NC1=CC=C(C=C1)CC(=O)O [4-({[(9H-fluoren-9-yl)methoxy]carbonyl}amino)phenyl]acetic acid